O[C@H]1[C@@H](O[C@@H]([C@H]1O)CO)N1C(C(=NC=C1)C(=O)N)=O 4-[(2R,3R,4S,5R)-3,4-dihydroxy-5-(hydroxymethyl)oxolan-2-yl]-3-oxopyrazine-2-carboxamide